C(#C)C=1N=C(N(C1C(=O)N1CCC(CC1)N1CCCC1)C)C1=CC(=CC=C1)C(F)(F)F (4-ethynyl-1-methyl-2-(3-(trifluoromethyl)phenyl)-1H-imidazol-5-yl)(4-(pyrrolidin-1-yl)piperidin-1-yl)methanone